7-(3-{[2-(2-Hydroxyethoxy)ethyl]carbamoyl}azetidin-1-yl)-5-methyl-4-oxo-1-(1,3-thiazol-2-yl)-1,4-dihydro-1,8-naphthyridine-3-carboxylic acid OCCOCCNC(=O)C1CN(C1)C1=CC(=C2C(C(=CN(C2=N1)C=1SC=CN1)C(=O)O)=O)C